C1(CC1)C(=O)C=1N=C2N(N1)[C@@H](C[C@@H]2F)C2=CC=CC=C2 |r| racemic-cyclopropyl-(rac-(5S,7S)-7-fluoro-5-phenyl-6,7-dihydro-5H-pyrrolo[1,2-b][1,2,4]triazol-2-yl)methanone